(S)-2-amino-3-methyl-3-(methyl-d3)butan-4,4,4-d3-1-ol N[C@H](CO)C(C([2H])([2H])[2H])(C([2H])([2H])[2H])C